CC=1N=C(NC(C1)=O)N1CC2(C=3C=NC(=CC31)NC(C)=O)CC2 N-(1'-(4-methyl-6-oxo-1,6-dihydropyrimidin-2-yl)-1',2'-dihydrospiro[cyclopropan-1,3'-pyrrolo[3,2-c]pyridin]-6'-yl)acetamide